FC(C)(F)C1(CCC1)C(=O)O 1-(1,1-difluoroethyl)cyclobutane-1-carboxylic Acid